10-methoxy-N-(2-methylpyrimidin-5-yl)-5-thia-2,7-diazatricyclo[6.4.0.02,6]dodeca-1(8),3,6,9,11-pentaene-4-carboxamide COC1=CC=2N=C3SC(=CN3C2C=C1)C(=O)NC=1C=NC(=NC1)C